C(=C)C=1C=C(C=CC1)C1C=CC2=CC=CC=C12 1-(3-vinylphenyl)-1H-indene